2-(cyclohexylamino)-N-(4-(4-fluorophenyl)pyridin-3-yl)pyrimidine-4-carboxamide C1(CCCCC1)NC1=NC=CC(=N1)C(=O)NC=1C=NC=CC1C1=CC=C(C=C1)F